C(#N)C=1C=C(C=CC1)C1(C(CNCC1)CN(C)C)O 4-(3-cyanophenyl)-3-((dimethylamino)methyl)-4-hydroxy-piperidine